NC1=C(C(=O)[O-])C=CC(=N1)C 2-amino-6-methylnicotinate